(R)-N-((R)-1-(4-(bis(4-methoxybenzyl)amino)-6-(1,1-difluoro-2-methoxyethyl)pyridin-2-yl)ethyl)-2-methylpropane-2-sulfinamide COC1=CC=C(CN(C2=CC(=NC(=C2)C(COC)(F)F)[C@@H](C)N[S@](=O)C(C)(C)C)CC2=CC=C(C=C2)OC)C=C1